3-methyl-6-(pyrimidin-5-yl)picolinic acid CC=1C(=NC(=CC1)C=1C=NC=NC1)C(=O)O